CC1=CC=C(C=C1)S(=O)(=O)OCCCCO 4-[(4-methylbenzenesulfonyl)oxy]butan-1-ol